3-((2-(2,6-dioxopiperidin-3-yl)-1-oxoisoindolin-4-yl)thio)propanoic acid O=C1NC(CCC1N1C(C2=CC=CC(=C2C1)SCCC(=O)O)=O)=O